C1(CCCC1)OC1=C(NC=2C3=C(N=CN2)SC(=N3)C(=O)NCCCN(C)C)C=CC(=C1)F 7-[2-(cyclopentyloxy)-4-fluoro-anilino]-N-[3-(dimethylamino)propyl]thiazolo[5,4-d]pyrimidine-2-carboxamide